2'-(5,5-difluorotetrahydro-2H-pyran-2-yl)-3-fluoro-[2,4'-bipyridin]-3'-amine FC1(CCC(OC1)C1=NC=CC(=C1N)C1=NC=CC=C1F)F